O1C(=CC=C1)N1C(=O)N(C(=O)C(=C1)F)C=1OC=CC1 1,3-di(furan-2-yl)-5-fluorouracil